(3S,4S)-4-{[5-(2,4-difluoro-phenyl)-isoxazole-3-carbonyl]-amino}-1-isopropyl-piperidine-3-carboxylic acid methyl-phenethyl-amide CN(C(=O)[C@H]1CN(CC[C@@H]1NC(=O)C1=NOC(=C1)C1=C(C=C(C=C1)F)F)C(C)C)CCC1=CC=CC=C1